ClC1=NC=NC2=C(C=C(C=C12)C(F)F)C1CC1 4-chloro-8-cyclopropyl-6-(difluoromethyl)quinazoline